ClC1=CN(C2=CC=C(C=C12)CN1CC(CC1)O)C1=NOC(=N1)C1=CC(=C(C=C1)OC(C)C)Cl ((3-chloro-1-(5-(3-chloro-4-isopropoxyphenyl)-1,2,4-oxadiazol-3-yl)-1H-indol-5-yl)methyl)pyrrolidin-3-ol